2-(3-{[4-(ethanesulfonyl)phenyl]amino}prop-1-yn-1-yl)-N-[1-(1-methylpiperidin-4-yl)piperidin-4-yl]-1-(2,2,2-trifluoroethyl)-1H-indol-4-amine C(C)S(=O)(=O)C1=CC=C(C=C1)NCC#CC=1N(C=2C=CC=C(C2C1)NC1CCN(CC1)C1CCN(CC1)C)CC(F)(F)F